[3-(trifluoromethyl)-1-bicyclo[1.1.1]pentanyl]sulfinyloxysodium FC(C12CC(C1)(C2)S(=O)O[Na])(F)F